ethyl 3-(4-bromophenyl)-2,3-dibromopropionate BrC1=CC=C(C=C1)C(C(C(=O)OCC)Br)Br